ClC=1C(=NC(=CC1)OC)C(CC)=O 1-(3-chloro-6-methoxypyridin-2-yl)propan-1-one